CC(C)(C1=C(C=CC=C1)S(=O)(=O)C)NC1=NC=C(C=N1)C=1C=C(C(=O)N)C=CC1 3-[2-({1-methyl-1-[2-(methylsulfonyl)phenyl]ethyl}amino)pyrimidin-5-yl]benzamide